COC=O.C(CCCC)OC1=CC=C(C=C1)C=1C(=CC=CC1)C1=CC=CC=C1 p-pentoxy-terphenyl methyl-formate